BrC=1C=C(C=C(C1O)Br)C(=O)C1=C(OC2=C1C=CC(=C2)C(F)(F)F)CC (3,5-dibromo-4-hydroxyphenyl)(2-ethyl-6-(trifluoromethyl)benzofuran-3-yl)methanone